AluminaStearate C([AlH]CCCCCCCCCCCCCCCC)(=O)[O-]